2-(1H-indol-3-yl)-N-(2-methoxybenzyl)-N-methylacetamide N1C=C(C2=CC=CC=C12)CC(=O)N(C)CC1=C(C=CC=C1)OC